BrC=1C=C2C(=NC1)C(C(N2C2CC(C2)(N2C[C@@H]1[C@H](C2)COC1)C)=O)(C)C 6-bromo-3,3-dimethyl-1-((1S,3s)-3-methyl-3-((3aR,6aS)-tetrahydro-1H-furo[3,4-c]pyrrol-5(3H)-yl)cyclobutyl)-1,3-dihydro-2H-pyrrolo[3,2-b]pyridin-2-one